1-(4-(benzylamino)-7-(2-oxa-5-azabicyclo[2.2.1]heptane-5-carbonyl)pyrrolo[2,1-f][1,2,4]triazin-2-yl)-2-methyl-1H-indole C(C1=CC=CC=C1)NC1=NC(=NN2C1=CC=C2C(=O)N2C1COC(C2)C1)N1C(=CC2=CC=CC=C12)C